C(C1=CC=CC=C1)N1CCC(CC1)CCNC(=O)N1[C@@H](CN(CC1)C=1C=NC=NC1)C (2R)-N-[2-(1-benzylpiperidin-4-yl)ethyl]-2-methyl-4-(pyrimidin-5-yl)piperazine-1-carboxamide